3-Methacryloyloxypropan C(C(=C)C)(=O)OCCC